C(#N)C=1C(=CC=NC1)NC1CCSCC1 5-cyano-4-((tetrahydro-2H-thiopyran-4-yl)amino)pyridin